ClC1=CC(=C(C(=O)OC)C=C1)OC(F)F methyl 4-chloro-2-(difluoromethoxy)benzoate